C(#N)C=1C(=NC(=C(C1CC)C#N)N1CCN(CC1)CCC)SC(C(=O)N)C1=CC=CC=C1 2-{[3,5-dicyano-4-ethyl-6-(4-propylpiperazin-1-yl)pyridin-2-yl]Sulfanyl}-2-phenylacetamide